N-[(3S,4S)-1-(2-hydroxyethyl)-3-methyl-4-piperidyl]-6-{3-[4-(N-methylcarbamoyl)-5-fluoro-2-anisidino]-1-propynyl}-1-(2,2,2-trifluoroethyl)-1H-1,3-benzimidazole-4-carboxamide OCCN1C[C@@H]([C@H](CC1)NC(=O)C1=CC(=CC=2N(C=NC21)CC(F)(F)F)C#CCNC=2C(OC)=CC(=C(C2)C(NC)=O)F)C